tert-butyl-rel-(6S,7R)-2-oxo-7-({[(1s,4s)-4-[2-(trifluoromethanesulfonyloxy)-phenyl]cyclohexyl]oxy}methyl)-4-oxa-1,8-diazaspiro[5.5]undecane-8-carboxylate C(C)(C)(C)OC(=O)N1[C@H]([C@]2(COCC(N2)=O)CCC1)COC1CCC(CC1)C1=C(C=CC=C1)OS(=O)(=O)C(F)(F)F |o1:8,9|